C(CS(=O)(=O)[O-])S(=O)(=O)[O-].[Ni+2] nickel 1,2-ethanedisulfonate